1-(4-chloro-3-(trifluoromethyl)phenyl)-3-(3-fluoro-4-((5-(3-methoxypropoxy)-2,3-dihydro-[1,4]dioxino[2,3-f]quinolin-10-yl)oxy)phenyl)urea ClC1=C(C=C(C=C1)NC(=O)NC1=CC(=C(C=C1)OC1=CC=NC2=CC(=C3C(=C12)OCCO3)OCCCOC)F)C(F)(F)F